FC(C=1C=C[Se]C1)(F)F 4-(trifluoromethyl)selenophen